N-(1-(dimethylamino)propan-2-yl)-8-methyl-4'-(piperazin-1-yl)-3,4,5',6'-tetrahydro-2H-spiro[naphthalene-1,7'-pyrano[2,3-d]pyrimidine]-2'-carboxamide CN(CC(C)NC(=O)C=1N=C(C2=C(N1)OC1(CC2)CCCC2=CC=CC(=C21)C)N2CCNCC2)C